NC[C@](C(F)(F)F)(O)C1=NC(=C(C(=C1)C(C)(C)O)F)C=1NC2=C(C=CC=C2C1)F (S)-3-amino-1,1,1-trifluoro-2-(5-fluoro-6-(7-fluoro-1H-indol-2-yl)-4-(2-hydroxypropan-2-yl)pyridin-2-yl)propan-2-ol